6-(3-(1-((1R,2S,3R,5S)-2-fluoro-8-azabicyclo[3.2.1]octan-3-yl)vinyl)-1,2,4-triazin-6-yl)isoquinolin-7-ol F[C@@H]1[C@H]2CC[C@@H](C[C@@H]1C(=C)C=1N=NC(=CN1)C=1C=C3C=CN=CC3=CC1O)N2